1,4-dimethylphthalazine-6-carboxylic acid CC1=NN=C(C2=CC(=CC=C12)C(=O)O)C